methyl N-[4-methyl-5-({4-[(2S)-2-({8-[(2S)-2-methylpyrrolidine-1-carbonyl]quinazolin-4-yl} amino)propyl]piperazin-1-yl} sulfonyl)-1,3-thiazol-2-yl]carbamate CC=1N=C(SC1S(=O)(=O)N1CCN(CC1)C[C@H](C)NC1=NC=NC2=C(C=CC=C12)C(=O)N1[C@H](CCC1)C)NC(OC)=O